ClC1=CC=2N=C(N=C(C2N=C1)C=1C=NN(C1)C)C1=CC=C(C=C1)Cl 7-chloro-2-(4-chlorophenyl)-4-(1-methyl-1H-pyrazol-4-yl)pyrido[3,2-d]pyrimidine